(bis(2,6-diethoxyphenyl)phosphino)-3,5-bis(trifluoromethyl)benzamide C(C)OC1=C(C(=CC=C1)OCC)P(C1=C(C=CC=C1OCC)OCC)C1=C(C(=O)N)C=C(C=C1C(F)(F)F)C(F)(F)F